OC[C@H]1CN(C[C@@H](O1)CO)C1=CC=C(N=N1)C1=C(C=C(C=C1C)C(F)(F)F)O 2-[6-[(2R,6R)-2,6-bis(hydroxymethyl)morpholin-4-yl]pyridazin-3-yl]-3-methyl-5-(trifluoromethyl)phenol